2-amino-5-methoxypyridine-4-carboxylic acid methyl ester COC(=O)C1=CC(=NC=C1OC)N